1-(4-Chlorothiazol-5-yl)ethanol ClC=1N=CSC1C(C)O